5-((3-((3R,5R)-5-(4-chlorophenyl)tetrahydro-furan-3-yl)-1,2,4-oxadiazol-5-yl)methyl)-3-methyl-3,5-dihydro-4H-imidazo[4,5-d]pyridazin-4-one ClC1=CC=C(C=C1)[C@H]1C[C@@H](CO1)C1=NOC(=N1)CN1N=CC2=C(C1=O)N(C=N2)C